FC(C(=O)O)(F)F.FC=1C=CC=C(C1C1=CC=CC=C1)C(=O)N 6-fluoro-[1,1'-biphenyl]-2-carboxamide trifluoroacetate